CCCCCCCCCCCCCCCC(=O)OC[C@H](COP(=O)([O-])OC[C@@H](COP(=O)([O-])OC[C@@H](COC(=O)CCCCCCCCCCCN)OC(=O)CCCCCCCCCCCCCCC)O)OC(=O)CCCCCCCCCCCCCCC.[NH4+].[NH4+] The molecule is the ammonium salt formed from association of two ammonium cations with the dianion of 12-aminolauroyl tripalmitoyl cardiolipin. It is an ammonium salt and an organic ammonium salt. It contains a 12-aminolauroyl tripalmitoyl cardiolipin(2-).